C(C)S(=O)(=O)C=1C=C(C=NC1C1=NC=2C(=NC=C(C2)C(F)(F)F)N1C)OC(C#N)(C)C 2-[[5-ethylsulfonyl-6-[3-methyl-6-(trifluoromethyl)imidazo[4,5-b]pyridin-2-yl]-3-pyridyl]oxy]-2-methyl-propanenitrile